C(C1=CC=CC=C1)OC(=O)C1CCC(CC1)(CCO)O 4-hydroxy-4-(2-hydroxyethyl)cyclohexane-1-carboxylic acid benzyl ester